2-amino-4-((2-(6-(4-methylpiperazine-1-carbonyl)naphth-2-yl)ethyl)amino)quinazoline NC1=NC2=CC=CC=C2C(=N1)NCCC1=CC2=CC=C(C=C2C=C1)C(=O)N1CCN(CC1)C